C=CCSSSCC=C The molecule is an organic trisulfide that is trisulfane in which both of the hydrogens are replaced by allyl groups. A component of the essential oil of garlic and a major component of the traditional Chinese medicine allitridium, it exhibits antifungal, antitumour and antioxidant activity It has a role as an apoptosis inducer, an estrogen receptor antagonist, an antineoplastic agent, a vasodilator agent, an antioxidant, an anti-inflammatory agent, an insecticide, an antiprotozoal drug, a platelet aggregation inhibitor and an antilipemic drug.